4-(((2R,4S)-4-(3-chlorophenyl)-2-oxo-1,3,2-dioxaphosphorinan-2-yl)amino)-1-((2R,4R,5R)-3,3-difluoro-4-hydroxy-5-(hydroxymethyl)tetrahydrofuran-2-yl)pyrimidin-2(1H)-one ClC=1C=C(C=CC1)[C@H]1O[P@@](OCC1)(=O)NC1=NC(N(C=C1)[C@@H]1O[C@@H]([C@H](C1(F)F)O)CO)=O